1-(4-(4-(5-(2,6-difluorophenyl)-4,5-dihydroisoxazol-3-yl)thiazol-2-yl)piperidin-1-yl)-2-(2-ethoxy-1H-benzimidazol-1-yl)ethan-1-one FC1=C(C(=CC=C1)F)C1CC(=NO1)C=1N=C(SC1)C1CCN(CC1)C(CN1C(=NC2=C1C=CC=C2)OCC)=O